C1(=CC=C(C=C1)CC1=C(N=C(N1C(=O)N)OCCN1CCN(CC1)C)C)C1=CC=CC=C1 (Biphenyl-4-ylmethyl)-4-methyl-2-(2-(4-methylpiperazin-1-yl)ethoxy)-1H-imidazole-1-carboxamide